tert-butyl (3-(1-benzyl-1H-pyrazol-4-yl)bicyclo[1.1.1]pentan-1-yl)carbamate C(C1=CC=CC=C1)N1N=CC(=C1)C12CC(C1)(C2)NC(OC(C)(C)C)=O